5-[4-[(2-methoxy-5-methyl-3-oxo-4H-quinoxalin-6-yl)methyl]piperazin-1-yl]-N,6-dimethyl-pyridine-2-carboxamide COC1=NC2=CC=C(C(=C2NC1=O)C)CN1CCN(CC1)C=1C=CC(=NC1C)C(=O)NC